2-((1-bromonaphthalen-2-yl)oxy)-N,N-diethylethan-1-amine BrC1=C(C=CC2=CC=CC=C12)OCCN(CC)CC